(3R)-8-((2S,5R)-4-acryloyl-2,5-dimethylpiperazin-1-yl)-10-chloro-11-(5-chloro-2,4-difluorophenyl)-3-morpholino-3,4-dihydro-[1,4]oxazepino[2,3,4-ij]quinazolin-6(2H)-one C(C=C)(=O)N1C[C@@H](N(C[C@H]1C)C1=NC(N2C3=C(C(=C(C=C13)Cl)C1=C(C=C(C(=C1)Cl)F)F)OC[C@@H](C2)N2CCOCC2)=O)C